4-[4-(4-Fluoro-phenyl)-1-(3-phenyl-propyl)-5-pyridin-4-yl-1H-imidazol-2-yl]-but-3-yn FC1=CC=C(C=C1)C=1N=C(N(C1C1=CC=NC=C1)CCCC1=CC=CC=C1)C#CCC